FC1=CC=C(C=C1)NC([C@@H](C)C=1C=C2CCCN(C2=CC1)C([C@H](C(C)C)O)=O)=O (2S)-N-(4-Fluorophenyl)-2-{1-[(2S)-2-hydroxy-3-methylbutanoyl]-1,2,3,4-tetrahydrochinolin-6-yl}propanamid